[Cl-].N1(CCCCC1)CC1=NC(=CC=C1)CN1CCCCC1 (2,6-bis(piperidin-1-ylmethyl)pyridin) chlorid